C(C)(=O)NC1=NC=C(C(=C1)NC(OC(C)(C)C)=O)C#CCOC tert-butyl (2-acetamido-5-(3-methoxyprop-1-yn-1-yl)pyridin-4-yl)carbamate